tert-Butyl Benzoylacetate C(C1=CC=CC=C1)(=O)CC(=O)OC(C)(C)C